2-[2-[benzyl(trimethylsilylmethyl)amino]ethyl]isoindoline-1,3-dione C(C1=CC=CC=C1)N(CCN1C(C2=CC=CC=C2C1=O)=O)C[Si](C)(C)C